ClC1=CC=C(C=C1)C1=N[C@H](C=2N(C3=C1C(=C(S3)C)C)C(=NN2)C)CC(=O)O (S)-2-(4-(4-chlorophenyl)-2,3,9-trimethyl-6H-thieno[3,2-f][1,2,4]triazolo[4,3-a][1,4]diazepine-6-yl)acetic acid